ClC=1C(=C(C=C(C1)\C=C\C1=NC=CC=C1F)O)C(C)C (E)-3-Chloro-5-(2-(3-fluoropyridin-2-yl)vinyl)-2-isopropylphenol